COC(CS(=O)(=O)O)C 2-methoxypropanesulfonic acid